3-bromo-1-nitrobenzene BrC=1C=C(C=CC1)[N+](=O)[O-]